2-(2,6-dichloropyridin-4-yl)-3,5-difluorobenzoic acid ClC1=NC(=CC(=C1)C1=C(C(=O)O)C=C(C=C1F)F)Cl